chloromethyl trifluoroethyl carbonate C(OCCl)(OCC(F)(F)F)=O